CC(C)(C)CC(C)(C)C1C=CC(OCCOCCOCCOCCOCCOCCOCCO)=CC=1 Octoxinol